C(#N)C1=C(SC2=C1C(=NC=C2F)C=2C1=C(C=3C=NC(=NC3C2F)N2C[C@@H](CC2)N2[C@H](CN(CC2)C)C)COC1)NC(OC(C)(C)C)=O tert-Butyl (3-cyano-4-(3-((R)-3-((S)-2,4-dimethylpiperazin-1-yl)pyrrolidin-1-yl)-5-fluoro-7,9-dihydrofuro[3,4-f]quinazolin-6-yl)-7-fluorothieno[3,2-c]pyridin-2-yl)carbamate